O=C1NC(CCC1N1C(C2=CC=C(C=C2C1=O)NCCCN1CCN(CC1)CCOC1=CC=C(C=C1)\C(=C(\CC)/C1=CC=CC=C1)\C1=CC=C(C=C1)B(O)O)=O)=O (Z)-(4-(1-(4-(2-(4-(3-((2-(2,6-dioxopiperidin-3-yl)-1,3-dioxoisoindolin-5-yl)amino)propyl)piperazin-1-yl)ethoxy)phenyl)-2-phenylbut-1-en-1-yl)phenyl)boronic acid